C1(CCCC(CCCCCCCC1)=O)=O cyclotridecane-1,5-dione